platinum (II) [bis((naphthyl)pyridinyl)aniline] C1(=CC=CC2=CC=CC=C12)C=1C(=NC=CC1)N(C1=CC=CC=C1)C1=NC=CC=C1C1=CC=CC2=CC=CC=C12.[Pt+2]